2,2-difluorobutyl carbonochloridate C(OCC(CC)(F)F)(=O)Cl